C(C)(C)(C)OC1=NC=C(C(=N1)OC(C)(C)C)C1=NC(=NC(=C1)Cl)C(F)F 2',4'-Di-tert-butoxy-6-chloro-2-(difluoromethyl)-4,5'-bipyrimidine